N[C@H]1CN(C[C@@H](C1)F)C(=O)C=1C=C(C=2N(C1)N=C(C2C)C=2N(C1=CC(=CC=C1C2)C=2C=C(C=CC2)CNC(C)=O)CC2CC2)OC N-{[3-(2-{6-[(3R,5R)-3-Amino-5-fluoropiperidine-1-carbonyl]-4-methoxy-3-methylpyrazolo[1,5-a]pyridin-2-yl}-1-(cyclopropylmethyl)-1H-indol-6-yl)phenyl]methyl}acetamide